O1C(OCC1)C1CCN(CC1)C1=NOC(=C1)C(C(=O)N1[C@@H](C[C@H](C1)O)C(=O)N[C@@H](C)C1=CC=C(C=C1)C1=C(N=CS1)C)C(C)C (2S,4R)-1-[2-{3-[4-(1,3-dioxolan-2-yl)piperidin-1-yl]-1,2-oxazol-5-yl}-3-methylbutanoyl]-4-hydroxy-N-[(1S)-1-[4-(4-methyl-1,3-thiazol-5-yl)phenyl]ethyl]pyrrolidine-2-carboxamide